I\C=C(\[C@H]([C@H](C=C)C)OC(C[C@@H](CC[C@]([C@H](C=C)OCC1=CC=C(C=C1)OC)(O[Si](CC)(CC)CC)C)O[Si](C)(C)C(C)(C)C)=O)/C (3r,6r,7s)-3-((tert-butyldimethylsilyl)oxy)-7-((4-methoxybenzyl)oxy)-6-methyl-6-((triethylsilyl)oxy)non-8-enoic acid (3s,4s,e)-1-iodo-2,4-dimethylhex-1,5-dien-3-yl ester